1,2-diethylphthalate C(C)C1(C(=O)[O-])C(C(=O)[O-])(C=CC=C1)CC